ClC=1C(=NC=NC1)NC1=C(C=CC=C1)N(S(=O)(=O)C)C 5-chloro-4-((2-(N-methylmethylsulfonamido)phenyl)amino)pyrimidin